5-chloro-1-cyclopropyl-1H-pyrazol ClC1=CC=NN1C1CC1